(R)-N-[(1S)-1-(3-cyanophenyl)ethyl]-2-methyl-2-propanesulfinamide C(#N)C=1C=C(C=CC1)[C@H](C)N[S@](=O)C(C)(C)C